BrC1=CC=CC(=N1)NC(CCNC(C)C)=O N-(6-Bromopyridin-2-yl)-3-(isopropylamino)propionamide